S1C=NC2=C1C=C(C=C2)\C=C\2/N=C(NC2=O)NC2=NC=C(C=N2)N2CCN(CC2)C (4Z)-4-(1,3-benzothiazol-6-ylmethylene)-2-[[5-(4-methylpiperazin-1-yl)pyrimidin-2-yl]amino]-1H-imidazol-5-one